NC1=NN(C(=C1C(=O)NC)C1=CN=NC=C1)CC1=CC=C(C=C1)OC 3-Amino-1-(4-methoxybenzyl)-N-methyl-5-(pyridazin-4-yl)-1H-pyrazole-4-carboxamide